P(=O)(OCCCCCCCC)([O-])[O-] mono-octyl phosphate